coumarin-6-ethanol O1C(=O)C=CC2=CC(=CC=C12)CCO